3-Hexenyl isobutyrate C(C(C)C)(=O)OCCC=CCC